N-((5-(3-(dimethylamino)-5-fluorophenyl)-3H-imidazo[4,5-b]pyridin-2-yl)methyl)-4-methyl-3-(methylsulfonyl)benzamide CN(C=1C=C(C=C(C1)F)C1=CC=C2C(=N1)NC(=N2)CNC(C2=CC(=C(C=C2)C)S(=O)(=O)C)=O)C